C(CCCCC)N1CC=CC2=CC=CC=C12 1-n-hexylquinoline